1-[(2E)-3-bromoprop-2-en-1-yl]-3-quinolin-3-ylurea Br/C=C/CNC(=O)NC=1C=NC2=CC=CC=C2C1